C1C2CC34CC1CC3(C2)C4 1,3-dehydroadamantane